ClC=1N=C(C2=C(N(C3=CC=CC=C23)CC2=CC=C(C=C2)C=2N(C=C(N2)C(F)(F)F)C(C)C)N1)C 2-chloro-9-(4-(1-isopropyl-4-(trifluoromethyl)-1H-imidazol-2-yl)benzyl)-4-methyl-9H-pyrimido[4,5-b]indole